CC1(NC(C=C(C1)C1=NC=2N(C=C1)C=C(N2)C2=C(C=C(C=C2)N2N=NC=C2)O)(C)C)C 2-(7-(2,2,6,6-tetramethyl-1,2,3,6-tetrahydropyridin-4-yl)imidazo[1,2-a]pyrimidin-2-yl)-5-(1H-1,2,3-triazol-1-yl)phenol